9,9-bis(ethoxymethyl)fluorene C(C)OCC1(C2=CC=CC=C2C=2C=CC=CC12)COCC